mesylate monohydrate O.S(C)(=O)(=O)O